N-cyano-4-methyl-N-(3-methylbut-2-en-1-yl)-4-(trifluoromethyl)benzamide C(#N)N(C(C1=CCC(C=C1)(C(F)(F)F)C)=O)CC=C(C)C